[N+](=O)([O-])C=1C=C(C=CC1NCC1CCC(CC1)(C)O)S(=O)(=O)NC(C1=CC=C(C=C1)N1CCC2(CC(C2)=O)CC1)=O N-[3-nitro-4-({[(1r,4r)-4-hydroxy-4-methylcyclohexyl]methyl}amino)benzenesulfonyl]-4-{2-oxo-7-azaspiro[3.5]nonan-7-yl}benzamide